tert-butyl 4-(2-(4-(3-(6-cyano-5-(trifluoromethyl) pyridin-3-yl)-5,5-dimethyl-4-oxo-2-thioxoimidazolidin-1-yl)-2-ethylphenoxy) ethyl)-2,2-dimethylpiperazine-1-carboxylate C(#N)C1=C(C=C(C=N1)N1C(N(C(C1=O)(C)C)C1=CC(=C(OCCN2CC(N(CC2)C(=O)OC(C)(C)C)(C)C)C=C1)CC)=S)C(F)(F)F